2-(1-(tert-Butoxycarbonyl)-1,2,3,6-tetrahydropyridin-4-yl)-5H-pyrrolo[3,2-d]pyrimidine-5-carboxylic acid tert-butyl ester C(C)(C)(C)OC(=O)N1C=CC=2N=C(N=CC21)C=2CCN(CC2)C(=O)OC(C)(C)C